C1(CC1)C=1C(=C(OC=2N=NC3=CC=CC=C3C2C2=NOC[C@H](N2)CC2=C(C=C(C=C2)C)C)C=CC1)F |r| (3-cyclopropyl-2-fluorophenoxy)-4-[(5RS)-5-(2,4-dimethylbenzyl)-5,6-dihydro-4H-1,2,4-oxadiazin-3-yl]Cinnoline